(Z)-methyl 1-(4-hydroxybut-2-enyl)-1H-pyrazole-4-carboxylate ((Z)-methyl 1-(4-hydroxybut-2-enyl)-1H-pyrazole-4-carboxylate) CC1=NN(C=C1C(=O)O)C\C=C/CO.OC\C=C/CN1N=CC(=C1)C(=O)OC